O(C(=S)SCC=C)CCCC n-butyl allyl xanthate